ethyl 2-oxabicyclo[4.1.0]heptane-7-carboxylate C12OCCCC2C1C(=O)OCC